tert-butyl (3-((4-(benzyloxy)-2,6-dimethylphenyl)carbamoyl)-4-chlorophenyl)carbamate C(C1=CC=CC=C1)OC1=CC(=C(C(=C1)C)NC(=O)C=1C=C(C=CC1Cl)NC(OC(C)(C)C)=O)C